3-(p-tolyl)propan-1-ol Di-tert-Butyl-α-Ketoglutarate C(C)(C)(C)C(C(C(=O)O)=O)(CC(=O)O)C(C)(C)C.C1(=CC=C(C=C1)CCCO)C